tert-butyl 4-[1-[2-[tert-butyl(dimethyl)silyl]oxyethyl]-3-(6-chlorochromane-3-carbonyl)indol-6-yl]pyrazole-1-carboxylate [Si](C)(C)(C(C)(C)C)OCCN1C=C(C2=CC=C(C=C12)C=1C=NN(C1)C(=O)OC(C)(C)C)C(=O)C1COC2=CC=C(C=C2C1)Cl